C(C(=O)O)(=O)O.N[C@@H](CC1=CNC2=CC=CC=C12)C(=O)O L-tryptophane oxalate